((S)-(2-chloro-3-fluorophenyl)(cyclopropyl)methoxy)-4-methyl-N-((R,E)-4-(methylsulfonyl)but-3-en-2-yl)pyrimidine-2-carboxamide ClC1=C(C=CC=C1F)[C@@H](OC=1C(=NC(=NC1)C(=O)N[C@H](C)\C=C\S(=O)(=O)C)C)C1CC1